ClC=1C(C(=C(C(C1NC1=CC=C(C=C1)OC)=O)C1=C(NC2=CC=CC=C12)C)Cl)=O 2,6-dichloro-3-(4-methoxyphenyl)amino-5-(2-methyl-1H-indol-3-yl)cyclohexane-2,5-diene-1,4-dione